FC(=CC=C(F)F)F 1,1,4,4-tetrafluoro-1,3-butadiene